NCC(=O)O.OC(CC)C1=NC=CN1C 1-hydroxypropyl-3-methylimidazole glycinate